C(C)[C@@H]1N(C[C@H](N(C1)C(C)C1=NN2C(C=CC=C2)=C1)CC)C=1C=2C(N(C(C1)=O)C)=CN(N2)CC#N 2-(7-((2S,5R)-2,5-diethyl-4-(1-(pyrazolo[1,5-a]pyridin-2-yl)ethyl)piperazin-1-yl)-4-methyl-5-oxo-4,5-dihydro-2H-pyrazolo[4,3-b]pyridin-2-yl)acetonitrile